4-nitrophenyl [4-(2-methylpropoxy)phenyl]methyl carbonate C(OC1=CC=C(C=C1)[N+](=O)[O-])(OCC1=CC=C(C=C1)OCC(C)C)=O